Cl.Cl.N1C(=NCC1)C(C)C 2-(imidazolin-2-yl)propane dihydrochloride